N-[1-ethyl-3-[2-(1-fluoro-1-methyl-ethyl)-6-methyl-pyrimidin-4-yl]pyrrolo[2,3-c]pyridin-5-yl]acetamide C(C)N1C=C(C=2C1=CN=C(C2)NC(C)=O)C2=NC(=NC(=C2)C)C(C)(C)F